4-nonylphenyl-3-sulfopropyl ether potassium salt [K+].C(CCCCCCCC)C1=CC=C(C=C1)C(CCOCCC(C1=CC=C(C=C1)CCCCCCCCC)S(=O)(=O)[O-])S(=O)(=O)[O-].[K+]